ClC=1C=C(C=CC1Cl)NC1=CC=2C3=C(N(C2C=C1)CCNC(OC(C)(C)C)=O)C=CC=N3 tert-Butyl (2-(8-((3,4-dichlorophenyl)amino)-5H-pyrido[3,2-b]indol-5-yl)ethyl)carbamate